4-(methylsulfonyl)phenyl-4-(trifluoromethyl)-1H-imidazole CS(=O)(=O)C1=CC=C(C=C1)N1C=NC(=C1)C(F)(F)F